tert-butyl 4-(4-(difluoromethyl)thiazol-2-yl)piperazine-1-carboxylate FC(C=1N=C(SC1)N1CCN(CC1)C(=O)OC(C)(C)C)F